C(C#C)NC(=O)OC(C)(C)C tert-butyl prop-2-yne-1-carbamate